C(C1=CC=C(N(C2CCCCC2)C2CCCCC2)C=C1)C1=CC=C(N(C2CCCCC2)C2CCCCC2)C=C1 4,4'-methylenebis(N,N-dicyclohexyl-aniline)